13-(eicosa-13-enoyloxy)-tridecanoic acid C(CCCCCCCCCCCC=CCCCCCC)(=O)OCCCCCCCCCCCCC(=O)O